C(C)(C)(C)C1=CC(=CC2=CC=CC=C12)CN (4-(tert-butyl)naphthalen-2-yl)methanamine